(1R,3S,5R)-2-(2-(3-acetyl-7-methyl-5-(2-methylpyrimidin-5-yl)-1H-indazol-1-yl)acetyl)-N-(1-methoxy-3-phenylpropan-2-yl)-5-methyl-2-azabicyclo[3.1.0]hexane-3-carboxamide C(C)(=O)C1=NN(C2=C(C=C(C=C12)C=1C=NC(=NC1)C)C)CC(=O)N1[C@@H]2C[C@@]2(C[C@H]1C(=O)NC(COC)CC1=CC=CC=C1)C